((6-methyl-4-(methylthio)-2-oxo-1,2-dihydropyridin-3-yl)methyl)-7-(6-morpholinopyridin-3-yl)benzo[d][1,3]dioxole-5-carboxamide CC1=CC(=C(C(N1)=O)CC1OC2=C(O1)C(=CC(=C2)C(=O)N)C=2C=NC(=CC2)N2CCOCC2)SC